6-chloro-2,4,4,5-tetramethyl-4,5-dihydro-2H-[1,2,3]triazolo[4,5-c][1,7]naphthyridine ClC1=NC=CC=2C=3C(C(N(C12)C)(C)C)=NN(N3)C